CC(C)=CCC(CCCC)=C 2-Methyl-5-Methylene-2-Nonene